CN1N=C(C=C1C(=O)N1[C@@H](C2=C(CC1)NC=N2)C2=NN1C(C(=CC=C1)OC)=C2)C (S)-(1,3-dimethyl-1H-pyrazol-5-yl)(4-(4-methoxypyrazolo[1,5-a]pyridin-2-yl)-6,7-dihydro-1H-imidazo[4,5-c]pyridin-5(4H)-yl)methanone